[Si](C)(C)(C(C)(C)C)OCCN1C[C@@H](CCC1)NC=1OC=2C(=NC(=CN2)C=2C(=C3CCCC3=CC2C)OCOCC[Si](C)(C)C)N1 N-[(3R)-1-[2-[tert-butyl(dimethyl)silyl]oxyethyl]-3-piperidyl]-5-[6-methyl-4-(2-trimethylsilylethoxymethoxy)indan-5-yl]oxazolo[4,5-b]pyrazin-2-amine